FC=1C=C(C=CC1OC)N1C(N(C2=C1C=NC=C2)C2=CC(=C(C(=C2)OC)OC)OC)=O (3-fluoro-4-methoxyphenyl)-1-(3,4,5-trimethoxyphenyl)-1,3-dihydro-2H-imidazo[4,5-c]pyridin-2-one